tert-Butyl 4-(3-chloro-[1,2,4]triazolo[4,3-b]pyridazin-6-yl)piperazine-1-carboxylate ClC1=NN=C2N1N=C(C=C2)N2CCN(CC2)C(=O)OC(C)(C)C